bromomethylpyrane BrCC1OC=CC=C1